C(C)(C)(C)OC(=O)N1C[C@H]([C@@H](C1)N1C(NC=2C1=NC=CC2)=O)F (3R,4R)-3-fluoro-4-(2-oxo-1,2-dihydro-3H-imidazo[4,5-b]pyridin-3-yl)pyrrolidine-1-carboxylic acid tert-butyl ester